FC=1C=C(C2=C([C@H]3N(C[C@@H](O2)C3)C(=O)C32CCC(CC3)(C2)F)C1)C#N (2S,5S)-7-fluoro-4-(4-fluorobicyclo[2.2.1]heptane-1-carbonyl)-2,3,4,5-tetrahydro-2,5-methano-1,4-benzoxazepine-9-carbonitrile